2-[(2E)-2-(aminomethyl)-3-fluoroprop-2-en-1-yl]-6-(2,1,3-benzoxadiazol-5-yl)[1,2,4]triazolo[4,3-a]pyridin-3(2H)-one NC/C(/CN1N=C2N(C=C(C=C2)C2=CC=3C(=NON3)C=C2)C1=O)=C\F